BrC1=CSC2=C1N=C(N=C2C=2N=NN(C2)CC2=NC(=CC=C2)N2C[C@@H](O[C@@H](C2)C)C)N 7-bromo-4-(1-((6-(cis-2,6-Dimethylmorpholino)pyridin-2-yl)methyl)-1H-1,2,3-triazol-4-yl)thieno[3,2-d]pyrimidine-2-amine